(2,2'-diamino-3,3'-bipyridine) nickel (II) [Ni+2].NC1=NC=CC=C1C=1C(=NC=CC1)N